N1=C(N=CC=C1)C1(CC1)NC(=O)[C@H]1CN(CC[C@@H]1NC(=O)C1=NOC(=C1)C1=C(C=C(C=C1)F)F)[C@H]1[C@H](CCCC1)O (3S,4S)-4-{[5-(2,4-Difluoro-phenyl)-isoxazole-3-carbonyl]-amino}-1-((1R,2S)-2-hydroxy-cyclohexyl)-piperidine-3-carboxylic acid (1-pyrimidin-2-yl-cyclopropyl)-amide